1-((1-(tert-butyl)-1H-tetrazol-5-yl)(4-fluorophenyl)methyl)-4-(3,5-dichloropyridin-4-yl)piperazine C(C)(C)(C)N1N=NN=C1C(N1CCN(CC1)C1=C(C=NC=C1Cl)Cl)C1=CC=C(C=C1)F